bis(4-(di-n-butylamino)phenyl)methane C(CCC)N(C1=CC=C(C=C1)CC1=CC=C(C=C1)N(CCCC)CCCC)CCCC